beta-(5-tert-butyl-4-hydroxy-3-methylphenyl)-propionic acid C(C)(C)(C)C=1C(=C(C=C(C1)CCC(=O)O)C)O